Methyl 4-chloro-6-methoxy-2-methylpyrimidine-5-carboxylate ClC1=NC(=NC(=C1C(=O)OC)OC)C